5-(2-propenyl)-1,3-dioxan-2-one C(C=C)C1COC(OC1)=O